NCCNCCC[SiH2]C(OC)OC γ-(2-aminoethyl)aminopropyldimethoxymethylsilane